N1CCC=2C1=NC=CC2C2=CC=C(C=C2)NC([C@H](C(C2=CC=CC=C2)C2=CC=CC=C2)NC(=O)C2=CC=NN2C)=O (S)-N-(1-((4-(2,3-dihydro-1H-pyrrolo[2,3-b]pyridin-4-yl)phenyl)amino)-1-oxo-3,3-diphenylpropan-2-yl)-1-methyl-1H-pyrazole-5-carboxamide